1-{4-[7-((R)-1-Quinolin-3-yl-ethylamino)-1-(tetrahydro-pyran-4-ylmethyl)-1H-pyrazolo[4,3-d]pyrimidin-5-yl]-piperazin-1-yl}-ethanone N1=CC(=CC2=CC=CC=C12)[C@@H](C)NC=1C2=C(N=C(N1)N1CCN(CC1)C(C)=O)C=NN2CC2CCOCC2